CN1N=CC2=C(C(=CC=C12)C)C1=CC=C(CNC(=O)NC=2N=C(SC2)C#C)C=C1 1-(4-(1,5-dimethyl-1H-indazol-4-yl)benzyl)-3-(2-ethynyl-thiazol-4-yl)urea